FC1=C(C(=CC=C1)OC)N1N=C2C(=CC1=O)NN=C2C2=NN1CC(N(CCC1=C2)C)=O 2-(5-(2-fluoro-6-methoxyphenyl)-6-oxo-5,6-dihydro-1H-pyrazolo[4,3-c]pyridazin-3-yl)-6-methyl-5,6-dihydro-4H-pyrazolo[1,5-d][1,4]diazepin-7(8H)-one